C(C)(C)(C)NS(=O)(=O)C=1C=C(C=CC1C1=CN=C(S1)[C@@H]1CC[C@H](CC1)NC(=O)OC1COC1)NC(OC1COC1)=O trans-oxetan-3-yl N-[3-(tert-butylsulfamoyl)-4-[2-[4-(oxetan-3-yloxycarbonylamino)cyclohexyl]thiazol-5-yl]phenyl]carbamate